methyl 3-((diphenylmethylene) amino)-3,3-diphenylpropanoate C1(=CC=CC=C1)C(C1=CC=CC=C1)=NC(CC(=O)OC)(C1=CC=CC=C1)C1=CC=CC=C1